FC(C1=NC=NO1)F 5-(difluoromethyl)-1,2,4-oxadiazole